tert-Butyl (5-methyl-2-nitrophenyl)carbamate CC=1C=CC(=C(C1)NC(OC(C)(C)C)=O)[N+](=O)[O-]